L-N-acetyl-cysteine C(C)(=O)N[C@@H](CS)C(=O)O